4-(6-Ethoxypyrazin-2-yl)-N-(4-methoxybenzyl)aniline C(C)OC1=CN=CC(=N1)C1=CC=C(NCC2=CC=C(C=C2)OC)C=C1